C(C)(C)(C)OC(=O)N[C@@H](C)C(=O)OC(CC1=CC=C(C=C1)Cl)C1=CC=CC=C1 2-(4-chlorophenyl)-1-phenylethyl (tert-butoxycarbonyl)alaninate